4-{3-[2-(4-chloro-3-fluorophenoxy)acetamido]bicyclo[1.1.1]pent-1-yl}-N2-(2-hydroxyethyl)pyridine-2,4-dicarboxamide ClC1=C(C=C(OCC(=O)NC23CC(C2)(C3)C3(CC(=NC=C3)C(=O)NCCO)C(=O)N)C=C1)F